3-(2-Azidoethyl)-1H-indol-4-ol N(=[N+]=[N-])CCC1=CNC=2C=CC=C(C12)O